1-(5-fluoro-2-methylbenzyl)piperidin FC=1C=CC(=C(CN2CCCCC2)C1)C